[Zn].[Al].[Si] silicon aluminum zinc